(S)-2-(((N-benzyl-2,2-dimethylbutyrylamino)oxy)carbonyl)pyrrolidine-1-carboxylic acid tert-butyl ester C(C)(C)(C)OC(=O)N1[C@@H](CCC1)C(=O)ON(CC1=CC=CC=C1)C(C(CC)(C)C)=O